FC1=NC=CC=C1CC=1C=NN(C1)C(=O)N[C@@H]1C(N(C2=C(OC1)C=CC(=C2)C#CC2(CCC2)O)C)=O (S)-4-((2-Fluoropyridin-3-yl)methyl)-N-(7-((1-hydroxycyclobutyl)ethynyl)-5-methyl-4-oxo-2,3,4,5-tetrahydrobenzo[b][1,4]oxazepin-3-yl)-1H-pyrazol-1-carboxamid